13-(3-(2-(trifluoromethyl)pyrimidin-5-yl)ureido)tridecanoic acid FC(C1=NC=C(C=N1)NC(NCCCCCCCCCCCCC(=O)O)=O)(F)F